N12C(CCC2C1)C(=O)O azabicyclo[3.1.0]hexane-2-carboxylic acid